methyl 5-(4-((tosyloxy)methyl)piperidin-1-yl)picolinate S(=O)(=O)(C1=CC=C(C)C=C1)OCC1CCN(CC1)C=1C=CC(=NC1)C(=O)OC